C(C)(C)(C)C1=CC(=NC=C1)N1N=CC=C1 4-tert-butyl-2-(1H-pyrazole-1-yl)pyridine